(1S,2R,5R)-8-((3,5-difluoropyridin-2-yl)methyl)-2-methyl-3,8-diazabicyclo[3.2.1]octane FC=1C(=NC=C(C1)F)CN1[C@@H]2[C@H](NC[C@H]1CC2)C